COC(C1=NC=C(C=C1)I)=O 5-iodopicolinic acid methyl ester